ClC1=CC=C(C=C1)C1=C(C(N(N=C1)C=1C=NN(C1)C([2H])([2H])[2H])=O)C(=O)N[C@H]1[C@@H](CCCC1)O (4-chlorophenyl)-N-((trans)-2-hydroxycyclohexyl)-2-(1-(methyl-d3)-1H-pyrazol-4-yl)-3-oxo-2,3-dihydropyridazine-4-carboxamide